1,2-dibenzylpyrazolidine-3,5-dione C(C1=CC=CC=C1)N1N(C(CC1=O)=O)CC1=CC=CC=C1